COC1=NC=C(C(=N1)OC)C=1C=C(C=2N(N1)C=CN2)[C@@H]2[C@H](C2)C(N)=N (1S,2S)-2-(6-(2,4-dimethoxypyrimidin-5-yl)imidazo[1,2-b]pyridazin-8-yl)cyclopropane-1-carboximidamide